FC1(C2(CNC2)CCN(C1)C(=O)OC(C)(C)C)F tert-butyl 5,5-difluoro-2,7-diazaspiro[3.5]nonane-7-carboxylate